C1=CC=C(C(=C1)Cl)Br o-chlorobromobenzene